O1CCN(CC1)C=1C=CC(=NC1)C#N 5-morpholino-pyridine-2-carbonitrile